C(C)(C)(C)OC(=O)N1CCC(=CC1)B1OC(C(O1)(C)C)(C)C 4-(4,4,5,5-Tetramethyl-1,3,2-dioxaborolane-2-yl)-3,6-dihydropyridine-1(2H)-carboxylic acid tert-butyl ester